praseodymium bromooxide BrOBr.[Pr]